[Sn].[In].[Cu].[Ag] silver copper indium tin